Methyl 6-(2,6-difluorophenyl)-4-((1-(piperidin-4-yl)-1H-pyrazol-4-yl)amino)pyridazine-3-carboxylate FC1=C(C(=CC=C1)F)C1=CC(=C(N=N1)C(=O)OC)NC=1C=NN(C1)C1CCNCC1